2-amino-3-hydroxybenzoic acid-2-fluoroethyl ester FCCOC(C1=C(C(=CC=C1)O)N)=O